NC1=CC=C2C(=N1)CN(C2=O)CC 2-Amino-6-ethyl-7H-pyrrolo[3,4-b]pyridin-5-one